COC=1C=CC=2C[C@@H]3[C@@H]4CCCC[C@@]4(C2C1)CCN3C d-3-methoxy-N-methylmorphinan